(7R,14R)-11-(difluoromethoxy)-1-(3,3-difluoroprop-1-yn-1-yl)-6-(methyl-d3)-6,7-dihydro-7,14-methanobenzo[f]benzo[4,5]imidazo[1,2-a][1,4]diazocin-5(14H)-one FC(OC1=CC2=C(N=C3N2[C@H]2C4=C(C(N([C@@H]3C2)C([2H])([2H])[2H])=O)C=CC=C4C#CC(F)F)C=C1)F